FC=1C=C(C=CC1S(=O)(=O)C)NC(=O)C1=CN(C(=C1C)C1=C(C=CC=C1)C(F)(F)F)CCO N-(3-fluoro-4-(methylsulfonyl)phenyl)-1-(2-hydroxyethyl)-4-methyl-5-(2-(trifluoromethyl)phenyl)-1H-pyrrole-3-carboxamide